Tert-butyl (5-bromo-2-iodophenyl)carbamate BrC=1C=CC(=C(C1)NC(OC(C)(C)C)=O)I